6-(3-Methoxy-2-methylphenyl)-2-(5-methoxypyrazin-2-yl)-5,6,7,8-tetrahydrophthalazin-1(2H)-one COC=1C(=C(C=CC1)C1CC=2C=NN(C(C2CC1)=O)C1=NC=C(N=C1)OC)C